CN(C1=CC=C(C=C1)C1=CC(=CC=C1)NC(N(C)CC)=O)C 3-(4'-(Dimethylamino)-[1,1'-biphenyl]-3-yl)-1-ethyl-1-methylurea